FC1=CC=C(C=C1)S(=O)(=O)[C@@]1(CN(CC1)C(=O)C1CCS(CC1)(=O)=O)C1=CC=C(C=C1)O[C@@H](C)C1=CC=CC=C1 4-[(3R)-3-(4-fluorobenzenesulfonyl)-3-{4-[(1S)-1-phenylethoxy]phenyl}pyrrolidine-1-carbonyl]-1λ6-thiane-1,1-dione